perfluoroethyltrichlorosilane FC(C(F)(F)F)([Si](Cl)(Cl)Cl)F